2-((4-(7-((3,3-dimethyl-2-oxoindolin-6-yl)methyl)-2,7-diazaspiro[4.4]non-2-yl)pyrimidin-5-yl)oxy)-5-fluoro-N-isopropyl-N-methylbenzamide CC1(C(NC2=CC(=CC=C12)CN1CC2(CCN(C2)C2=NC=NC=C2OC2=C(C(=O)N(C)C(C)C)C=C(C=C2)F)CC1)=O)C